CC1=NC2=CC=C(C=C2C(=C1)C=1C=C2CCN(CC2=CC1)C(=O)OC(C)(C)C)C(=O)N1CCOCC1 tert-butyl 6-(2-methyl-6-(morpholine-4-carbonyl)quinolin-4-yl)-3,4-dihydroisoquinoline-2(1H)-carboxylate